5-fluoro-8-methylene-5,6,7,8-tetrahydroquinoline-5-carbonitrile FC1(C=2C=CC=NC2C(CC1)=C)C#N